FC1=CC=C(C=C1)N1N=C(C2=CC=CC=C2C1=O)C=1C=C(C=CC1)N(S(=O)(=O)CCC)C N-(3-(3-(4-fluorophenyl)-4-oxo-3,4-dihydrophthalazin-1-yl)phenyl)-N-methylpropan-1-sulfonamide